C1(CCCCC1)P(C1=C(C(=CC=C1OC)OC)C1=C(C=C(C=C1C(C)C)C(C)C)C(C)C)C1CCCCC1 2-bis-cyclohexylphosphino-3,6-dimethoxy-2',4',6'-triisopropyl-1,1'-biphenyl